ethyl p-hydroxybenzoate, sodium salt [Na].OC1=CC=C(C(=O)OCC)C=C1